2-amino-4-chloro-3-fluoro-benzaldehyde tert-Butyl-N-(3-chloro-2-fluoro-6-formyl-phenyl)carbamate C(C)(C)(C)OC(NC1=C(C(=CC=C1C=O)Cl)F)=O.NC1=C(C=O)C=CC(=C1F)Cl